2-(4-(4-(6-chloropyridazin-4-yl)phenyl)piperazin-1-yl)acetic acid ClC1=CC(=CN=N1)C1=CC=C(C=C1)N1CCN(CC1)CC(=O)O